NC1=NC=2C=NC(=CC2C2=C1N=CN=C2)C(=O)N([C@@H]2COC1=C2C=CC(=C1)C(F)(F)F)C 5-amino-N-methyl-N-((3S)-6-(trifluoromethyl)-2,3-dihydro-1-benzofuran-3-yl)pyrimido-[4,5-c][1,7]naphthyridine-9-carboxamide